OC=1C=C2C=CC(=NC2=CC1N1CC(NS1(=O)=O)=O)NCCC(C)C 5-(6-hydroxy-2-(isopentylamino)quinolin-7-yl)-1,2,5-thiadiazolidin-3-one 1,1-dioxide